4-(4-oxo-4-(4-(5-(trifluoromethoxy)pyridin-2-yl)piperazin-1-yl)butyl)phthalazin-1(2H)-one O=C(CCCC1=NNC(C2=CC=CC=C12)=O)N1CCN(CC1)C1=NC=C(C=C1)OC(F)(F)F